C(C)NS(=O)(=O)C1=CC(=C(C=C1)NC1=NC=C(C=C1)C(F)(F)F)C=1N=CN(C1)C N-ethyl-3-(1-methylimidazol-4-yl)-4-[[5-(trifluoromethyl)-2-pyridinyl]amino]benzenesulfonamide